C1(=CC(=CC=C1)C[C@@H]1N(CC2(CC2)[C@@H]1C(C)S(=O)(=O)N)C(=O)[C@@H]1OCC1)C1=CC=CC=C1 (6S,7S)-6-([1,1'-biphenyl]-3-ylmethyl)-5-((R)-oxetane-2-carbonyl)-5-azaspiro[2.4]heptan-7-ylethanesulfonamide